[Cl-].C(CCCCCCC\C=C/CCCCCCCC)C([NH+](C)CCCCCCCC\C=C/CCCCCCCC)CCCCCCCC\C=C/CCCCCCCC dioleyl-(oleyl)dimethyl-ammonium chloride